C(C)(C)(C)OC(=O)N1CCC(CC1)(C#N)CC1=C(C=CC(=C1)OC)Br 4-[(2-bromo-5-methoxy-phenyl)methyl]-4-cyano-piperidine-1-carboxylic acid tert-butyl ester